OCCN(CC(CS(=O)(=O)O)O)CCO 3-(Bis(2-hydroxyethyl)amino)-2-hydroxypropane-1-sulfonic Acid